OCCNC(OC1CCC(CC1)C(N(CC12CCC(CC1)(CC2)C2=CC(=C(C=C2)OC)C)C2=CC(=CC=C2)C2=CN=C(S2)C2CC2)=O)=O 4-((3-(2-Cyclopropylthiazol-5-yl)phenyl)((4-(4-methoxy-3-methylphenyl)bicyclo[2.2.2]octan-1-yl)methyl)carbamoyl)cyclohexyl (2-hydroxyethyl)trans-carbamate